ClC1=C(C=C2C(=CNC2=C1)C(=O)NOC)C1=CC=C(C=C1)C1(CCC1)O 6-chloro-5-(4-(1-hydroxycyclobutyl)phenyl)-N-methoxy-1H-indole-3-carboxamide